8-[5-methyl-1-[4-(trifluoromethoxy)phenyl]pyrazol-3-yl]-1,4-dioxa-8-azaspiro[4.5]decane CC1=CC(=NN1C1=CC=C(C=C1)OC(F)(F)F)N1CCC2(OCCO2)CC1